6-(1-methylcyclopropoxy)-5-nitro-N-(pyrimidin-2-ylmethyl)pyrimidin-4-amine CC1(CC1)OC1=C(C(=NC=N1)NCC1=NC=CC=N1)[N+](=O)[O-]